((Z)-2-(ethoxycarbonyl)vinyl)phenethylcarbamate C(C)OC(=O)\C=C/OC(NCCC1=CC=CC=C1)=O